O1CCN(CCC1)C1=CC=CC(=N1)C1=NC2=CC(=NC=C2C=C1)CNC(C1=CC(=C(C=C1)C)S(=O)(=O)C)=O N-((2-(6-(1,4-oxazepan-4-yl)pyridin-2-yl)-1,6-naphthyridin-7-yl)methyl)-4-methyl-3-(methylsulfonyl)benzamide